(2-(piperidin-3-yl)benzyl)-2-thiocarbonyl-1,2,3,5-tetrahydro-4H-pyrrolo[3,2-d]pyrimidin-4-one N1CC(CCC1)C1=C(CN2C(NC(C3=C2C=CN3)=O)=C=S)C=CC=C1